C[C@H]1C(=O)OC(C1)=O R-methyl-succinic anhydride